tert-butyl (S)-2-(4-bromo-2-fluorobenzyl)-1-(oxetan-2-ylmethyl)-1H-benzo[d]imidazole-6-carboxylate BrC1=CC(=C(CC2=NC3=C(N2C[C@H]2OCC2)C=C(C=C3)C(=O)OC(C)(C)C)C=C1)F